OC1=CC=C(C(=S)N)C=C1 para-hydroxythiobenzamide